(2,4-pentanedione) iron (III) [Fe+3].CC(CC(C)=O)=O